CN1N=C2C(CN(CC2)C=2SC3=C(N2)SC(=C3)C3CCN(CC3)C(=O)OC(C)(C)C)=C1 tert-butyl 4-(2-{2-methyl-4H,6H,7H-pyrazolo[4,3-c]pyridin-5-yl}thieno[2,3-d][1,3]thiazol-5-yl)piperidine-1-carboxylate